N-[(1R)-1-[3-amino-5-(trifluoromethyl)phenyl]ethyl]-8-methoxy-7-[(3S)-oxolan-3-yloxy]imidazo[1,5-a]quinazolin-5-amine NC=1C=C(C=C(C1)C(F)(F)F)[C@@H](C)NC1=NC=2N(C3=CC(=C(C=C13)O[C@@H]1COCC1)OC)C=NC2